BrC1=C2C3(CN(CC2=CC=C1)C(C=C)=O)CC3 1-(5'-bromo-1'H-spiro[cyclopropan-1,4'-isoquinolin]-2'(3'H)-yl)prop-2-en-1-one